C[N+](CC1=C(C(=CC(=C1)CC)OC)OCCCCCCCCCCCC)(C)[O-] N,N-Dimethyl-1-(2-dodecyloxy-5-ethyl-3-methoxyphenyl)methanamin-N-oxid